methyl((1-((3-((2-((1H-1,2,4-triazol-3-yl)methoxy)-5-ethylphenyl)sulfonamido)-4-methoxybenzo[d]isoxazol-6-yl)methyl)-1H-pyrazol-4-yl)methyl)carbamate COC(NCC=1C=NN(C1)CC1=CC2=C(C(=NO2)NS(=O)(=O)C2=C(C=CC(=C2)CC)OCC2=NNC=N2)C(=C1)OC)=O